C1(CC1)O[C@@H](C)C1=NC=CC(=C1)[C@H](C(F)F)OC1=NN(C2=NN=C(C=C21)C=2C(NC(NC2)=O)=O)C 5-[3-[(1R)-1-[2-[(1S)-1-(cyclopropoxy)ethyl]-4-pyridyl]-2,2-difluoro-ethoxy]-1-methyl-pyrazolo[3,4-c]pyridazin-5-yl]-1H-pyrimidine-2,4-dione